ClC=1C=C(C(=NC1)OC1=CC=C(O[C@@H](C(=O)OCC#C)C)C=C1)F 2-propynyl (2R)-2-[4-[(5-chloro-3-fluoro-2-pyridinyl)oxy]phenoxy]propanoate